1-(2-methylcyclopropane-1-carbonyl)-1,2,3,6-tetrahydropyridin CC1C(C1)C(=O)N1CCC=CC1